6-methyl-5-(methylthio)nicotinic acid CC1=NC=C(C(=O)O)C=C1SC